C1(CCCC1)(C=1OC[C@H](N1)C1=CC=CC=C1)C=1OC[C@H](N1)C1=CC=CC=C1 (4R,4'R)-2,2'-(cyclopentane-1,1-diyl)bis(4-phenyl-4,5-dihydrooxazole)